N-(3-(1H-imidazol-1-yl)benzyl)-N-(3-methoxybenzyl)-3-((2-(3-methoxybenzyloxy)ethoxy)methyl)aniline N1(C=NC=C1)C=1C=C(CN(C2=CC(=CC=C2)COCCOCC2=CC(=CC=C2)OC)CC2=CC(=CC=C2)OC)C=CC1